[O-2].CN(C)[Hf+3].[O-2].[O-2].CN(C)[Hf+3] (dimethylamino)hafnium oxide